C(C)OC(C[C@@H](CN)C1=C(C(=CC=C1OCOCC[Si](C)(C)C)Cl)F)=O |r| rac-4-amino-3-(3-chloro-2-fluoro-6-((2-(trimethylsilyl)ethoxy)methoxy)phenyl)butyric acid ethyl ester